COC(N(C)C)OC N,N-dimethylformamide di-methyl acetal